(R)-5-ethyl-8,8-dimethyl-5-(3-(2-methylpyridin-4-yl)phenyl)-5,8,9,10-tetrahydrobenzo[b][1,8]naphthyridine-6(7H)-one C(C)[C@@]1(C2=C(NC=3N=CC=CC13)CC(CC2=O)(C)C)C2=CC(=CC=C2)C2=CC(=NC=C2)C